phenyl acetylglutaminate sodium [Na].C(C)(=O)N[C@@H](CCC(N)=O)C(=O)OC1=CC=CC=C1